2-[2-amino-4-(4-aminopiperidin-1-yl)-5-(3-fluoro-5-methylphenyl)pyridin-3-yl]-N-methoxy-1H-1,3-benzodiazole-7-carboxamide NC1=NC=C(C(=C1C1=NC2=C(N1)C(=CC=C2)C(=O)NOC)N2CCC(CC2)N)C2=CC(=CC(=C2)C)F